C(#N)C(C(=O)C1=NC=CC=C1NC(OC(C)(C)C)=O)C(=O)NC1=C(C(=CC=C1)F)F tert-butyl (2-(2-cyano-3-((2,3-difluorophenyl)amino)-3-oxopropanoyl)pyridin-3-yl)carbamate